BrC=1C=C(C=C2CCCOC12)C1(NC(=CC(=N1)NC)C)N 2-(8-Bromochroman-6-yl)-N4,6-dimethyl-pyrimidine-2,4-diamine